CC1(C=C(CC1)C=O)C 3,3-dimethylcyclopent-1-en-1-carbaldehyde